(S)-(2,6-dimethylpyridin-4-yl)(6-(3-methyl-1H-pyrrolo[2,3-b]pyridin-5-yl)-4-(pyrrolidin-2-yl)isoindoline-2-yl)methanone CC1=NC(=CC(=C1)C(=O)N1CC2=CC(=CC(=C2C1)[C@H]1NCCC1)C=1C=C2C(=NC1)NC=C2C)C